7H-pyrrolo[2,3-d]pyrimidin-4-amine dihydrochloride Cl.Cl.N1=CN=C(C2=C1NC=C2)N